tert-butyl rel-(4aS,7aS)-4-(5-chlorooxazolo[4,5-b]pyridin-2-yl)-2,3,4a,5,7,7a-hexahydropyrrolo[3,4-b][1,4]oxazine-6-carboxylate ClC1=CC=C2C(=N1)N=C(O2)N2[C@@H]1[C@@H](OCC2)CN(C1)C(=O)OC(C)(C)C |o1:11,12|